ClC1=NC=C(C(=N1)N1CC(CC1)C1=NC=CC=C1)Cl 2,5-dichloro-4-[3-(2-pyridyl)pyrrolidin-1-yl]pyrimidine